BrCCCCCCCC[SiH2]C(OC)OC (8-bromooctyl)dimethoxymethylsilane